tert-butyl N-[[4-[[2-(tert-butoxycarbonylamino)-5-(4-fluorophenyl)phenyl]carbamoyl]phenyl]-(2-hydroxypyrimidin-5-yl)-oxo-sulfanylidene]carbamate C(C)(C)(C)OC(=O)NC1=C(C=C(C=C1)C1=CC=C(C=C1)F)NC(=O)C1=CC=C(C=C1)S(=NC(OC(C)(C)C)=O)(=O)C=1C=NC(=NC1)O